ClC1=C(C(=CC=C1)Cl)N1C=2N(C3=C(C1=O)C=NC(=N3)NC3=CC(=C1C(CN(CC1=C3)C)(C)C)Cl)CCN2 6-(2,6-Dichlorophenyl)-2-((5-chloro-2,4,4-trimethyl-1,2,3,4-tetrahydroisoquinolin-7-yl)amino)-8,9-dihydroimidazo[1,2-a]pyrimido[5,4-e]pyrimidin-5(6H)-one